C(C)OC(=O)C1=CC2=C(C=C(C3=C2C(C(O3)(C)F)(F)F)OC)S1 1,1,2-trifluoro-4-methoxy-2-methyl-1,2-dihydrothieno[3,2-e]benzofuran-7-carboxylic acid ethyl ester